(2,6-di-t-butyl-4-methylphenoxy)aluminum C(C)(C)(C)C1=C(O[Al])C(=CC(=C1)C)C(C)(C)C